O=C1C(=COC2=CC=CC=C12)C(=O)N[C@H]1C[C@H](CCC1)NC1=CC(=NC2=CC=CC=C12)C(F)(F)F 4-oxo-N-[(1r,3s)-3-{[2-(trifluoromethyl)quinolin-4-yl]amino}cyclohexyl]-4H-chromen-3-carboxamide